7-fluoro-8-(6-fluoro-1-methylsulfonylindazol-4-yl)-1,3,4,4,9-pentamethyl-5H-pyrazolo[4,3-c]quinoline FC=1C(=C(C=2C3=C(C(NC2C1)(C)C)C(=NN3C)C)C)C3=C1C=NN(C1=CC(=C3)F)S(=O)(=O)C